C(C)(C)(C)OC(=O)N1C[C@H](CCC1)CBr.CC(CC(C(=O)NC1=CC=CC=C1)C1=CC=C(C=C1)C(F)(F)F)(C)C 4,4-dimethyl-N-phenyl-2-(4-(trifluoromethyl)phenyl)pentanamide tert-butyl-(S)-3-(bromomethyl)piperidine-1-carboxylate